2-Fluoro-N-(1-(methyl-d3)-3-((4-(trifluoromethyl)phenyl)ethynyl)-1H-pyrrolo[2,3-b]pyridin-5-yl)acrylamide FC(C(=O)NC=1C=C2C(=NC1)N(C=C2C#CC2=CC=C(C=C2)C(F)(F)F)C([2H])([2H])[2H])=C